(E)-1-(2-fluorophenyl)-2-hepten-1-one FC1=C(C=CC=C1)C(\C=C\CCCC)=O